COC1=CC=C2C=NN(C2=C1NS(=O)(=O)C=1C=NC(=CC1)N1N=C(N=N1)C)C N-(6-METHOXY-1-METHYL-1H-INDAZOL-7-YL)-6-(5-METHYL-2H-TETRAZOL-2-YL)PYRIDINE-3-SULFONAMIDE